C1(CCCC1)N1C(C(=CC(=C1)O)C)=O 1-cyclopentyl-5-hydroxy-3-methyl-1,2-dihydropyridin-2-one